ClC1=CC=C(C2=C1C=C(O2)F)COC2=CC=CC(=N2)C2=CCC(CC2)CC=2N(C1=C(N2)SC(=C1)C(=O)OC)C[C@H]1OCC1 Methyl 2-((4-(6-((4-chloro-2-fluorobenzofuran-7-yl)methoxy)pyridin-2-yl)cyclohex-3-en-1-yl)methyl)-1-(((S)-oxetan-2-yl)methyl)-1H-thieno[2,3-d]imidazole-5-carboxylate